N-(3-(1H-Imidazol-1-yl)propyl)-5,7-diphenylpyrazolo[1,5-a]pyrimidine-2-carboxamide N1(C=NC=C1)CCCNC(=O)C1=NN2C(N=C(C=C2C2=CC=CC=C2)C2=CC=CC=C2)=C1